4-fluoro-N-(1-(5-(4-fluoropyridin-2-yl)-5,6,7,8-tetrahydro-1,5-naphthyridin-2-yl)ethyl)benzamide FC1=CC=C(C(=O)NC(C)C2=NC=3CCCN(C3C=C2)C2=NC=CC(=C2)F)C=C1